FC(C(CCC(=O)OCC)=O)F Ethyl 5,5-difluoro-4-oxopentanoate